N-{2-[(3R,4R)-3,4-difluoropyrrolidin-1-yl]pyrimidin-4-yl}-8-[3-(methanesulfonyl-methyl)azetidin-1-yl]-5-(propan-2-yl)-2,7-naphthyridin-3-amine F[C@@H]1CN(C[C@H]1F)C1=NC=CC(=N1)NC=1N=CC2=C(N=CC(=C2C1)C(C)C)N1CC(C1)CS(=O)(=O)C